CC=1C(=C(C(=O)OC(C2=C(C(=C(C=C2)C)C)S(=O)(=O)O)=O)C=CC1C)S(=O)(=O)O 3,4-dimethyl-2-sulfobenzoic anhydride